C(CCC\C=C\CCCC)O (E)-5-DECENOL